((2R,3S,4R,5S)-5-(4-aminopyrrolo[2,1-f][1,2,4]triazin-7-yl)-2-cyano-3,4-dihydroxytetrahydrofuran-2-yl)methyl ((R)-2-((3-cyano-5-fluorobenzyl)oxy)heptadecyl) hydrogen phosphate P(=O)(OC[C@]1(O[C@H]([C@@H]([C@@H]1O)O)C1=CC=C2C(=NC=NN21)N)C#N)(OC[C@@H](CCCCCCCCCCCCCCC)OCC2=CC(=CC(=C2)F)C#N)O